N-(4-amino-1,3-dihydro-furo[3,4-c]pyridin-7-yl)-2-(2-(benzo[c][1,2,5]thiadiazol-5-yl)-5-methylpiperidin-1-yl)-2-oxoacetamide NC1=NC=C(C2=C1COC2)NC(C(=O)N2C(CCC(C2)C)C2=CC=1C(=NSN1)C=C2)=O